C(C#CCCCCC)OS(=O)(=O)C1=CC=C(C)C=C1 Toluene-4-sulfonic acid oct-2-ynyl ester